ClC1=C(C=CC=C1)C=1N=C(SC1)C=1C(=NC=C(C1)N1CCN(CC1)C(CN(C)C)=O)C(=O)N (4-(2-chlorophenyl)thiazol-2-yl)-5-(4-(dimethylglycyl)piperazin-1-yl)picolinamide